NC1=CC=CC(=N1)S(=O)(=O)NC(=O)C=1C(=NC(=CC1)C1=CC(=CC(=C1)OCC(C)C)F)N1C(CC1)C N-[(6-Amino-2-pyridyl)sulfonyl]-6-(3-fluoro-5-isobutoxyphenyl)-2-(2-methylazetidin-1-yl)pyridin-3-carboxamid